1-(6-chloro-3-fluoropyridin-2-yl)-2,2,2-trifluoroethan-1-ol ClC1=CC=C(C(=N1)C(C(F)(F)F)O)F